CC1=CC=C(C=C1)CC(C)C=O 2-methyl-3-tolylpropionaldehyde